Palmitylstearat C(CCCCCCCCCCCCCCC)OC(CCCCCCCCCCCCCCCCC)=O